4-methoxybenzyl (R)-(4-((2-(pyridin-3-yl)pyrrolidin-1-yl)methyl)phenyl)carbamate N1=CC(=CC=C1)[C@@H]1N(CCC1)CC1=CC=C(C=C1)NC(OCC1=CC=C(C=C1)OC)=O